4-(5-(4-Hydroxy-3-methyl-1-phenethyl-1H-pyrazol-5-yl)-2H-1,2,4-triazol-3-yl)-1-methyl-1H-pyrazolo[4,3-c]pyridine-6-carboxamide OC=1C(=NN(C1C=1N=C(NN1)C1=NC(=CC2=C1C=NN2C)C(=O)N)CCC2=CC=CC=C2)C